COC(=O)C1=NC(=C(C(=C1Cl)N)F)C1=CC=C2C=CNC2=C1F methyl-4-amino-3-chloro-5-fluoro-6-(7-fluoro-1H-indol-6-yl)pyridine-2-carboxylate